N=1N=CN(C1)C1=C(C(=O)O)C=CC=C1 2-(4H-1,2,4-triazol-4-yl)benzoic acid